6-bromo-2-((5-(thiophen-2-yl)-1,3,4-oxadiazol-2-yl)methyl)-3,4-dihydroisoquinolin-1(2H)-one BrC=1C=C2CCN(C(C2=CC1)=O)CC=1OC(=NN1)C=1SC=CC1